C1(CCCCC1)OC1=C(C=C(C(=O)O)C=C1)[N+](=O)[O-] 4-(cyclohexyloxy)-3-nitrobenzoic acid